2-(1-(1-(5-isopropylpyrimidin-2-yl)piperidin-4-yl)ethoxy)-5-(4-(methylsulfonyl)phenyl)thiazolo[5,4-b]pyridine C(C)(C)C=1C=NC(=NC1)N1CCC(CC1)C(C)OC=1SC2=NC(=CC=C2N1)C1=CC=C(C=C1)S(=O)(=O)C